C1(=CC=C(C=C1)S(=O)(=O)OCC(OC1CC2(CN(C2)C(=O)OC(C)(C)C)C1)COS(=O)(=O)C1=CC=C(C=C1)C)C tert-butyl 6-[2-(p-tolylsulfonyloxy)-1-(p-tolylsulfonyloxymethyl)ethoxy]-2-azaspiro[3.3]heptane-2-carboxylate